9-HEPTADECANYL-{(2-hydroxyethyl) [6-oxo-6-(undecyloxy) hexyl] amino} octanoate C(CCCCCCC)(=O)ON(CCCCCC(OCCCCCCCCC(CC)CCCCCCCCCCCCCCCCC)=O)CCO